N1(C=NC=C1)CC(=O)[C@H]1CC[C@H]2[C@@H]3CC[C@@H]4C[C@H](CC[C@@]4([C@H]3CC[C@]12C)C)COC 2-(1H-imidazol-1-yl)-1-((3S,5R,8R,9S,10S,13S,14S,17S)-3-(methoxymethyl)-10,13-dimethylhexadecahydro-1H-cyclopenta[a]phenanthren-17-yl)ethan-1-one